OC(C)C1=C(C=C(C=C1)C=1C=NN2C1N=CC(=C2)NC=2N=NC(=CC2)C)N2N=C(C=C2C)C#N 1-[2-(1-hydroxyethyl)-5-[6-[(6-methylpyridazin-3-yl)amino]pyrazolo[1,5-a]pyrimidin-3-yl]phenyl]-5-methyl-pyrazole-3-carbonitrile